(S)-2-amino-3-(2,4-difluorophenyl)-1-(2-methoxypyridin-4-yl)propan-1-one hydrochloride Cl.N[C@H](C(=O)C1=CC(=NC=C1)OC)CC1=C(C=C(C=C1)F)F